N1=CC(=CC=C1)C1=NN=C(S1)NC(=O)C=1C(N(C2=CC=CC=C2C1O)CC)=O N-(5-(pyridin-3-yl)-1,3,4-thiadiazol-2-yl)-1-ethyl-4-hydroxy-2-quinolone-3-carboxamide